(6aS,8R)-8-(Benzyloxy)-6a-(difluoromethyl)-2-(3-fluoro-2-methoxyphenyl)-5,6,6a,7,8,9-hexahydropyrrolo[1',2':4,5]pyrazino[2,3-c]pyridazine C(C1=CC=CC=C1)O[C@@H]1C[C@@]2(N(C=3C(=NN=C(C3)C3=C(C(=CC=C3)F)OC)NC2)C1)C(F)F